4-[4-(4-bromophenoxy)piperidin-1-yl]-1-methyl-2-oxo-1,2-dihydroquinoline-3-carbonitrile BrC1=CC=C(OC2CCN(CC2)C2=C(C(N(C3=CC=CC=C23)C)=O)C#N)C=C1